(S)-3-((7-(trifluoromethyl)quinolin-5-yl)amino)pyrrolidine-1-carboxylic acid tert-butyl ester C(C)(C)(C)OC(=O)N1C[C@H](CC1)NC1=C2C=CC=NC2=CC(=C1)C(F)(F)F